7-(2-((2,2-difluoropropyl)amino)-7H-pyrrolo[2,3-d]pyrimidin-5-yl)-2,2-dimethylchroman-4-one FC(CNC=1N=CC2=C(N1)NC=C2C2=CC=C1C(CC(OC1=C2)(C)C)=O)(C)F